E-2,4,6-trimethylbenzoyl-diphenylphosphine oxide CC1=C(C(=O)P(C2=CC=CC=C2)(C2=CC=CC=C2)=O)C(=CC(=C1)C)C